3-methyl-5H,6H,7H-cyclopenta[b]pyridin-2-ylbut-2-ynamide CC=1C=C2C(=NC1CC#CC(=O)N)CCC2